(R)-4-((2,4-dimethyl-3-oxo-1-oxa-4,9-diazaspiro[5.5]undecan-9-yl)methyl)benzonitrile C[C@H]1OC2(CN(C1=O)C)CCN(CC2)CC2=CC=C(C#N)C=C2